C(C)C(C(=O)[O-])CC Bisethylacetate